C1=CC=CC=2C3=CC=CC=C3C(C12)COC(=O)N[C@H](C(=O)O)CC=1C=NC(=CC1)OCCNC(C)=O (S)-2-((((9H-fluoren-9-yl)methoxy)carbonyl)amino)-3-(6-(2-acetamidoethoxy)pyridin-3-yl)propanoic acid